(E)-3,6,6-Trimethyl-6,7-dihydrobenzofuran-4(5H)-one-O-(4-(dipropylamino)but-2-yn-1-yl) oxime C(CC)N(CC#CCO\N=C\1/CC(CC2=C1C(=CO2)C)(C)C)CCC